1-(3-Chloro-4-(4-(2-((1-(methylsulfonyl)piperidin-4-yl)amino)-5-(trifluoromethyl)pyrimidin-4-yl)-1H-imidazol-1-yl)phenyl)ethan-1-one ClC=1C=C(C=CC1N1C=NC(=C1)C1=NC(=NC=C1C(F)(F)F)NC1CCN(CC1)S(=O)(=O)C)C(C)=O